5-(AZETIDIN-3-YL)PICOLINALDEHYDE N1CC(C1)C=1C=CC(=NC1)C=O